6-(4-((2-(Azepan-1-yl)-5-oxo-5,6-dihydropyrimido[4,5-d]pyridazin-4-yl)amino)-2-fluorophenyl)-6-azaspiro[2.5]octan N1(CCCCCC1)C=1N=C(C2=C(C=NNC2=O)N1)NC1=CC(=C(C=C1)N1CCC2(CC2)CC1)F